tert-butyl (2R)-4-[8-([8-fluoro-2-methylimidazo[1,2-a]pyridin-6-yl]carbamoyl)cinnolin-5-yl]-2-methylpiperazine-1-carboxylate FC=1C=2N(C=C(C1)NC(=O)C=1C=CC(=C3C=CN=NC13)N1C[C@H](N(CC1)C(=O)OC(C)(C)C)C)C=C(N2)C